O1C(CCCC1)COC=1C=C(C=CC1)B(O)O (3-((tetrahydro-2H-pyran-2-yl)methoxy)phenyl)boronic acid